2-(3-((allyloxy)methyl)phenyl)-N4-(but-3-en-1-yl)-5-chloropyrimidine-2,4-diamine C(C=C)OCC=1C=C(C=CC1)C1(NC=C(C(=N1)NCCC=C)Cl)N